2-(2-(benzyloxy)-5-fluorophenyl)-2-(1-oxo-7-(5-(piperazin-1-yl)pent-1-yn-1-yl)isoindolin-2-yl)-N-(thiazol-2-yl)acetamide TFA salt OC(=O)C(F)(F)F.C(C1=CC=CC=C1)OC1=C(C=C(C=C1)F)C(C(=O)NC=1SC=CN1)N1C(C2=C(C=CC=C2C1)C#CCCCN1CCNCC1)=O